C(CCC)N(C([S-])=S)CCCC Di-n-butyldi-thiocarbamat